S1C(=NC2=C1C=CC=C2)CSNC(=O)NSCC=2SC1=C(N2)C=CC=C1 1,3-bis(2-benzothiazolylmethylthio)urea